OC[C@H]1O[C@H]([C@H]2[C@@H]1OC(O2)(C)C)N2N=C(N=C2)C(=O)N 1-[(3aR,4R,6R,6aR)-6-(hydroxymethyl)-2,2-dimethyl-3a,4,6,6a-tetrahydrofuro[3,4-d][1,3]-dioxol-4-yl]-1,2,4-triazole-3-carboxamide